CC(C)(C)[S@@](=O)/N=C(\C)/C1=C(SC2=C1N=C1N(CC[C@H]3COCCN31)C2=O)C (R)-2-methyl-N-((E)-1-((S)-10-methyl-8-oxo-1,2,4,4a,5,6-hexahydro-8H-thieno[3'',2'':4',5']pyrimido[2',1':2,3]pyrimido[6,1-c][1,4]oxazin-11-yl)ethylidene)propane-2-sulfinamide